4-allyl-4-(1-hydroxyallyl)piperidine-1-carboxylic acid tert-butyl ester C(C)(C)(C)OC(=O)N1CCC(CC1)(C(C=C)O)CC=C